2,2'-bipyridyl-6,6'-dicarboxylate N1=C(C=CC=C1C(=O)[O-])C1=NC(=CC=C1)C(=O)[O-]